BrCC(C(=O)[O-])=O 3-BROMOPYRUVATE